4-[5-(aminomethyl)pyrimidin-2-yl]-3-[(2-methyl-4-propan-2-ylimidazol-1-yl)methyl]benzonitrile NCC=1C=NC(=NC1)C1=C(C=C(C#N)C=C1)CN1C(=NC(=C1)C(C)C)C